(R)-(5-(2-(5-fluoro-2-methoxypyridin-3-yl)pyrrolidin-1-yl)pyrazolo[1,5-a]pyrimidin-3-yl)(3-hydroxyazetidin-1-yl)methanone FC=1C=C(C(=NC1)OC)[C@@H]1N(CCC1)C1=NC=2N(C=C1)N=CC2C(=O)N2CC(C2)O